COC1=CC=C(C=C1)CN1C(C(CCC1=O)N1C(N(C2=C1C=CC=C2N2CCC(CC2)OC2CCN(CC2)C(=O)OC(C)(C)C)C)=O)=O 1-Tert-butyl 4-[[1-[1-[1-[(4-methoxyphenyl)methyl]-2,6-dioxo-3-piperidyl]-3-methyl-2-oxo-benzimidazol-4-yl]-4-piperidyl]oxy]piperidine-1-carboxylate